2-(2-(1-(Cyclopropylsulfonyl)-1H-pyrazol-4-yl)pyrimidin-4-yl)-N4-(((1r,4r)-4-((dimethylamino)methyl)cyclohexyl)methyl)-5-(2-(trifluoromethyl)thiazol-4-yl)pyridine-2,4-diamine C1(CC1)S(=O)(=O)N1N=CC(=C1)C1=NC=CC(=N1)C1(NC=C(C(=C1)NCC1CCC(CC1)CN(C)C)C=1N=C(SC1)C(F)(F)F)N